1-(5-(4-(Difluoromethyl)-6-((R)-3-methoxytetrahydrofuran-3-yl)pyridin-2-yl)-7-(tetrahydrofuran-3-yl)pyrrolo[1,2-c]pyrimidin-3-yl)urea FC(C1=CC(=NC(=C1)[C@]1(COCC1)OC)C=1C=C(N2C=NC(=CC21)NC(=O)N)C2COCC2)F